isononyl caprylate C(CCCCCCC)(=O)OCCCCCCC(C)C